ClC=1C(=NC(=NC1)N[C@H]1CN(CC1)C(=O)C1=CC=C(C=N1)NC(\C=C\C)=O)OC (R,E)-N-(6-(3-((5-chloro-4-methoxypyrimidin-2-yl)amino)pyrrolidine-1-carbonyl)pyridin-3-yl)but-2-enamide